NC1=CCCN1 5-amino-1,3-dihydro-2H-pyrrole